1-(4-(3-((4-(2-(6,6-dimethyl-4,5,6,7-tetrahydro-1H-indazol-3-yl)-1H-indole-5-carbonyl)piperazin-1-yl)methyl)pyrrolidin-1-yl)phenyl)dihydropyrimidine-2,4(1H,3H)-dione CC1(CCC=2C(=NNC2C1)C=1NC2=CC=C(C=C2C1)C(=O)N1CCN(CC1)CC1CN(CC1)C1=CC=C(C=C1)N1C(NC(CC1)=O)=O)C